6-chloro-5-fluoro-1-(4-fluoro-2-methylphenyl)-3-(6-oxo-1,6-dihydropyridin-3-yl)-2,3-dihydroquinazolin-4(1H)-one ClC=1C(=C2C(N(CN(C2=CC1)C1=C(C=C(C=C1)F)C)C1=CNC(C=C1)=O)=O)F